C1(=CC=CC=C1)[B-](C1=CC=CC=C1)(C1=CC=CC=C1)C1=CC=CC=C1.C12CCCCCC2=CCCC1 bicyclo[5.4.0]-7-undecene tetraphenylborate